4,4-difluoro-1,3-dimethyl-4-bora-3a,4a-diaza-s-indacene [B-]1(N2C(=CC(=C2C=C3[N+]1=CC=C3)C)C)(F)F